1-(4-chlorophenyl)-N-(2-(propylsulfonyl)benzo[D]thiazol-6-yl)methanesulfonamide tert-butyl-N-[4-[(3-hydroxy-7-morpholino-1,6-naphthyridin-5-yl)oxy]cyclohexyl]carbamate C(C)(C)(C)OC(NC1CCC(CC1)OC1=C2C=C(C=NC2=CC(=N1)N1CCOCC1)O)=O.ClC1=CC=C(C=C1)CS(=O)(=O)NC1=CC2=C(N=C(S2)S(=O)(=O)CCC)C=C1